1-methylheptadecanyl-succinic anhydride CC(CCCCCCCCCCCCCCCC)C1C(=O)OC(C1)=O